1,1,2,2,3,3,4,4-octafluoro-5-(1,1,2,2,3,3,3-heptafluoropropoxy)pentane FC(C(C(C(COC(C(C(F)(F)F)(F)F)(F)F)(F)F)(F)F)(F)F)F